O=C1C2=C(N=NN1CC(=O)N[C@@H](CC)C1=CC=C(C=C1)OC(F)(F)F)C=CC=C2 (S)-2-(4-oxo-benzo[d][1,2,3]triazin-3(4H)-yl)-N-(1-(4-(trifluoromethoxy)phenyl)propyl)acetamide